(R)-5-chloro-2-(4-fluoro-2-methylphenoxy)-N-(4-fluoro-3-(oxiran-2-ylmethoxy)phenyl)-4-(trifluoromethyl)benzamide ClC=1C(=CC(=C(C(=O)NC2=CC(=C(C=C2)F)OC[C@@H]2OC2)C1)OC1=C(C=C(C=C1)F)C)C(F)(F)F